N1C(C2(C3=CC=CC=C13)CC(CCC2)=O)=O spiro[cyclohexane-3,3'-indoline]-1,2'-dione